tert-butyl 3-cyano-3-imidazo[1,2-a]pyridin-7-yl-azetidine-1-carboxylate C(#N)C1(CN(C1)C(=O)OC(C)(C)C)C1=CC=2N(C=C1)C=CN2